Ethyl 2-aminothieno[2,3-d]thiazole-5-carboxylate NC=1SC2=C(N1)SC(=C2)C(=O)OCC